4-{[(1-{[2-(2-methoxyethoxy)naphthalen-1-yl]methyl}naphthalen-2-yl)oxy]methyl}piperidine COCCOC1=C(C2=CC=CC=C2C=C1)CC1=C(C=CC2=CC=CC=C12)OCC1CCNCC1